trans-tert-butyl 3-carbamoyl-4-(3-hydroxyphenyl)pyrrolidine-1-carboxylate C(N)(=O)[C@@H]1CN(C[C@H]1C1=CC(=CC=C1)O)C(=O)OC(C)(C)C